C(C)OC(CC(C1=CC(=C(C=C1)OC)F)C=1SC=C(N1)Br)=O 3-(4-Bromothiazol-2-yl)-3-(3-fluoro-4-methoxyphenyl)propionic acid ethyl ester